N-{3-amino-3-[3-(trifluoromethyl)phenyl]propyl}-1,2-oxazole-3-carboxamide hydrochloride Cl.NC(CCNC(=O)C1=NOC=C1)C1=CC(=CC=C1)C(F)(F)F